CC=1N2C(=C3C=NN(C(C31)=O)CC3=NN(C=C3)C)SC(=C2)CC2=NN(C=C2)COCC[Si](C)(C)C 5-methyl-7-((1-methyl-1H-pyrazol-3-yl)methyl)-2-((1-((2-(trimethylsilyl)ethoxy)methyl)-1H-pyrazol-3-yl)methyl)thiazolo[3',2':1,2]pyrrolo[3,4-d]pyridazin-6(7H)-one